1-(2-(4'-(2-(1H-1,2,3-triazol-1-yl)ethoxy)-[1,1'-biphenyl]-4-yl)propan-2-yl)-3-(3-methylquinuclidin-3-yl)urea N1(N=NC=C1)CCOC1=CC=C(C=C1)C1=CC=C(C=C1)C(C)(C)NC(=O)NC1(CN2CCC1CC2)C